4-(benzylthio)-2,3,5,6-tetrafluorobenzoic acid C(C1=CC=CC=C1)SC1=C(C(=C(C(=O)O)C(=C1F)F)F)F